F[C@H]1CC[C@@H](CNC1)N (3S,6S)-6-fluoroazepan-3-amine